O1CCC(CC1)C=1C=CN2C=C(C=C2C1)C(=O)OC methyl 7-(tetrahydro-2H-pyran-4-yl)indolizine-2-carboxylate